C(C)O\N=C(/CC)\C=1C(CC(CC1O)C1=C(C=C(C=C1C)C)C)=O 2-[(E)-N-ethoxy-C-ethylcarbonimidoyl]-3-hydroxy-5-(2,4,6-trimethylphenyl)cyclohex-2-en-1-one